BrC=1C=NN(C1C1CC1)C1=CC=CC=C1 4-bromo-5-cyclopropyl-1-phenyl-1H-pyrazole